C(#N)C=1C(=NC(=NC1)NC=1C(=CC(=C(C1)NC(C=C)=O)N(C)CCN(C)C)OC)NC12CCC(CC1)(CC2)C(F)F N-(5-((5-cyano-4-((4-(difluoromethyl)bicyclo[2.2.2]octan-1-yl)amino)-pyrimidin-2-yl)amino)-2-((2-(dimethylamino)ethyl)(methyl)amino)-4-methoxyphenyl)-acrylamide